BrC=1C2=C(C=3C(=NC(=NC3C1F)SCC)N1[C@H]3CN([C@@H](C1)C3)C(=O)OC(C)(C)C)COC2 tert-Butyl (1R,4R)-5-(6-bromo-3-ethylsulfanyl-5-fluoro-7,9-dihydrofuro[3,4-f]quinazolin-1-yl)-2,5-diazabicyclo[2.2.1]heptane-2-carboxylate